FC=1C=C(COC2=NC(N3C(N4[C@]5(CO[C@@H](C4)C5)C3)=C2)=O)C=C(C1OC=1C=NC(=CC1)C(F)(F)F)F (3R,11aS)-7-((3,5-difluoro-4-((6-(trifluoromethyl)pyridin-3-yl)oxy)benzyl)oxy)-3,4-dihydro-1H,9H,11H-3,11a-methanopyrimido[6',1':2,3]imidazo[5,1-c][1,4]oxazin-9-one